(-)-3,5-Difluoro-4-{(3R*,4S*)-4-[3-(4-fluorophenyl)ureido]-5-oxopyrrolidin-3-yl}-N-methylbenzamide FC=1C=C(C(=O)NC)C=C(C1[C@@H]1CNC([C@H]1NC(=O)NC1=CC=C(C=C1)F)=O)F |o1:11,15|